N-(tert-butyloxycarbonyl)-D-lysine C(C)(C)(C)OC(=O)N[C@H](CCCCN)C(=O)O